BrC(C(=O)C1=C2C=CC(NC2=C(C=C1)OCC1=CC=CC=C1)=O)CC 5-(2-Bromobutyryl)-8-benzyloxyquinolone